N1C(=CC=2C=NC=CC21)CNC(CC2=C(C=CC(=C2F)NC(=O)C=2SC(=CC2)C2=CC=CC=C2)C2=CC=CC=C2)=O N-(2-(2-(((1H-Pyrrolo[3,2-c]pyridine-2-yl)methyl)amino)-2-oxoethyl)-3-fluoro-[1,1'-biphenyl]-4-yl)-5-phenylthiophene-2-carboxamide